2-[2-(difluoromethoxy)-5-fluorophenyl]-2-[(trimethylsilyl)oxy]acetonitrile FC(OC1=C(C=C(C=C1)F)C(C#N)O[Si](C)(C)C)F